4-[4-(cyclobutylsulfanyl)-8-fluoro-2-{[(2R,7aS)-2-fluorotetrahydro-1H-pyrrolizin-7a(5H)-yl]methoxy}pyrido[4,3-d]pyrimidin-7-yl]-5-ethynyl-6-fluoronaphthalen-2-ol C1(CCC1)SC=1C2=C(N=C(N1)OC[C@]13CCCN3C[C@@H](C1)F)C(=C(N=C2)C2=CC(=CC1=CC=C(C(=C21)C#C)F)O)F